ClC=1C=C(C=CC1C)C=1C(=CC=CC1)C#N 3'-chloro-4'-methyl-[1,1'-biphenyl]-2-carbonitrile